CC(C(C(NC1=CC=CC=C1)=O)NC([O-])=O)C 3-methyl-1-oxo-1-(phenylamino)butan-2-ylcarbamate